FC1=CC(=CC=2C(=NOC21)N2C(SC=C2C2=CC=CC=C2)=O)C=O 7-fluoro-3-((S)-2-oxo-4-phenylthiazol-3-yl)benzo[d]isoxazole-5-carbaldehyde